4-[3-Chloro-6-fluoro-2-[2-[6-(trifluoromethyl)-3-pyridinyl]ethyl]phenyl]-5-hydroxy-2,6-dimethyl-pyridazin-3-one ClC=1C(=C(C(=CC1)F)C=1C(N(N=C(C1O)C)C)=O)CCC=1C=NC(=CC1)C(F)(F)F